diallylacetic acid C(C=C)C(C(=O)O)CC=C